OCCC1CCCO1 5-(2-hydroxyethyl)oxolane